rac-(1S,2S)-2-(3-chlorophenyl)-N-(5-((2-phenylthiazol-4-yl)methoxy)pyridazin-3-yl)cyclopropane-1-carboxamide ClC=1C=C(C=CC1)[C@@H]1[C@H](C1)C(=O)NC=1N=NC=C(C1)OCC=1N=C(SC1)C1=CC=CC=C1 |r|